(L)-glutamic acid N[C@@H](CCC(=O)O)C(=O)O